C(C)N(CCCCNC)CC N,N-diethyl-N'-methyl-1,4-butanediamine